N-diazoaminosulfonyl fluoride [N+](=[N-])=NS(=O)(=O)F